(3-(methylsulfonylamino)phenyl)boronic acid CS(=O)(=O)NC=1C=C(C=CC1)B(O)O